O=C1N=C2N=C(NC(C2=N1)=O)N 8-oxoguanine